rac-tert-butyl (3-methyl-5-(2-((2R,5S)-5-methyl-2-(3-sulfamoylphenyl)piperidin-1-yl)-2-oxoacetamido)pyridin-2-yl)carbamate CC=1C(=NC=C(C1)NC(C(=O)N1[C@H](CC[C@@H](C1)C)C1=CC(=CC=C1)S(N)(=O)=O)=O)NC(OC(C)(C)C)=O |r|